C(CCCCCCC\C=C/CCCCCCCC)(=O)[O-].C(CCCCCCC\C=C/CCCCCCCC)(=O)[O-].[O-2].[Zr+4] zirconium oxide bis(oleate)